O1COC=C1N 1,3-dioxol-5-amine